2-acetyl-4-(2-hydroxyethylidene)-8,12-dimethyltrideca-7,11-dienoate C(C)(=O)C(C(=O)[O-])CC(CCC=C(CCC=C(C)C)C)=CCO